C(=O)(O)CN1CCN(CCN(CC1)CCNCC(=O)O)CC(=O)O {4-carboxymethyl-7-[2-(carboxymethylamino)-ethyl]-perhydro-1,4,7-triazonin-1-yl}-acetic acid